C(C)(=O)O.N1[C@H](CC[C@H](C1)C(=O)OC)C(=O)OC (cis)-Dimethyl piperidine-2,5-dicarboxylate acetate